(S)-2-((2S,3R)-3-amino-4-(4-chlorophenyl)-2-hydroxybutanamido)-2-(3-(trifluoromethoxy)phenyl)acetic acid N[C@@H]([C@@H](C(=O)N[C@H](C(=O)O)C1=CC(=CC=C1)OC(F)(F)F)O)CC1=CC=C(C=C1)Cl